C(C)O.F[B-](F)(F)F tetrafluoroborate-ethanol